N-(2-methoxyethyl)-4-[(7-{8-methyl-1H,2H,3H-pyrido[2,3-b][1,4]oxazin-7-yl}-5H,6H,7H,8H-pyrido[3,4-d]pyrimidin-2-yl)amino]benzamide COCCNC(C1=CC=C(C=C1)NC=1N=CC2=C(N1)CN(CC2)C2=C(C1=C(OCCN1)N=C2)C)=O